F[C@@H]1CN(CC[C@@H]1NC1=C2C=C(N(C2=CC=C1)CC(F)(F)F)C#CCNC1=C(C=C(C=C1)S(=O)(=O)C)OC)C(COC)=O 1-[(3R,4S)-3-fluoro-4-[(2-{3-[(4-methanesulfonyl-2-methoxyphenyl)amino]prop-1-yn-1-yl}-1-(2,2,2-trifluoroethyl)-1H-indol-4-yl)amino]piperidin-1-yl]-2-methoxyethan-1-one